C(C#CC)OC1=CC=C(C=C1)C(=C)C1=CC=CC=C1 1-(But-2-yn-1-yloxy)-4-(1-phenylvinyl)benzene